(1R,2S)-5'-methoxy-2-{3-[(2-methyl-6,7-dihydro-5H-cyclopenta[d]pyrimidin-4-yl)amino]-1H-indazol-6-yl}spiro[cyclopropane-1,3'-indol] COC=1C=C2[C@]3(C=NC2=CC1)[C@@H](C3)C3=CC=C1C(=NNC1=C3)NC=3C1=C(N=C(N3)C)CCC1